1-((1H-indol-5-yl)sulfonyl)-N-(4-(sec-butyl)-3-fluorophenyl)-1H-pyrrole-3-carboxamide N1C=CC2=CC(=CC=C12)S(=O)(=O)N1C=C(C=C1)C(=O)NC1=CC(=C(C=C1)C(C)CC)F